N,N'-diacetyl-di-tert-butyl-L-cystine C(C)(=O)N([C@@H](CSSC[C@@H](C(=O)O)N(C(C)=O)C(C)(C)C)C(=O)O)C(C)(C)C